2-methyl-2-propanyl (4S)-4-amino-1-azepanecarboxylate N[C@@H]1CCN(CCC1)C(=O)OC(C)(C)C